1,1-diketothiomorpholine hydrochloride Cl.O=S1(CCNCC1)=O